COC(COC1=CC=C(C=C1)[C@H]1OC=2C=C(C=CC2C=2C=NC=3C=C(C=CC3C21)O)C(F)(F)F)OC (5R)-5-[4-(2,2-Dimethoxyethoxy)phenyl]-8-(trifluoromethyl)-5H-chromeno[4,3-c]quinolin-2-ol